C(CCCCCCCCCCCCCCCCCC)(=O)OCCCCCCC(OC(N(CCCN(C)C)CCCN(C)C)=O)CCCCCCOC(CCCCCCCCCCCCCCCCCC)=O 6-[3-(dimethylamino) propyl]-2-methyl-7-oxo-9-{6-[(1-oxononadecyl) oxy] hexyl}-2,6-diaza-8-oxapentadecan-15-yl nonadecanoate